C(C1=CC=CC=C1)C1CC(C(N1)=O)CC(C(O)P(=O)(OCC)OCC)NC([C@H](CC1CCCCC1)NC(OCC1=CC(=CC=C1)Cl)=O)=O 3-Chlorobenzyl ((2S)-1-((3-(5-benzyl-2-oxopyrrolidin-3-yl)-1-(diethoxyphosphoryl)-1-hydroxypropan-2-yl)amino)-3-cyclohexyl-1-oxopropan-2-yl)carbamate